C(#N)C=1C=C(C=NC1)S(=O)(=O)N(C(C(F)(F)F)C1=C(C=CC=C1)F)CC 5-cyano-N-ethyl-N-(2,2,2-trifluoro-1-(2-fluorophenyl)ethyl)pyridine-3-sulfonamide